C(C1=CC=CC=C1)OC(CCC(=O)NC1=CC=C(C=C1)N1CCOCC1)=O 4-(4-morpholinophenylamino)-4-oxobutanoic acid benzyl ester